C(C\C=C\CCCCC)[C@H]1SC[C@H](N1)C(=O)OCC |&1:9| ethyl (±)-(4R)-2-((E)-3-nonenyl)thiazolidine-4-carboxylate